ON=C(N)C=1C=NC(=C(C1)S(=O)(=O)CC)N1NC=2C(=CC1C)N=C(N2)C(C(F)(F)F)(F)F N'-hydroxy-6-(3-methyl-6-pentafluoroethyl-3H-imidazo[4,5-c]pyridazin-2-yl)-5-(ethylsulfonyl)pyridine-3-carboxamidine